B(O)(O)O.FC1(N(OC=C1[K])F)F trifluoro(isoxazol-4-yl)potassium borate